7-fluoro-5-hydroxy-2-methyl-1-phenyl-1H-benzo[g]indazol-3(2H)-one FC=1C=CC=2C(=C(C=C3C(N(N(C23)C2=CC=CC=C2)C)=O)O)C1